[C@@H]1([C@H](O)[C@@H](O)[C@H](O)[C@H](O1)CO)C=1C(=C(C(=CC1O)O)CC1=CC=CC=C1)O 3-C-β-D-glucosyl-1-benzylbenzene-2,4,6-triol